ClC1=C(C=CC=C1)NC1=CC=C(C=N1)C1=NOC(=N1)[C@H]1CN(CC1)C(=O)OC(C)(C)C tert-butyl (R)-3-(3-(6-((2-chlorophenyl)amino)pyridin-3-yl)-1,2,4-oxadiazol-5-yl)pyrrolidine-1-carboxylate